[Na].C1=C(C=CC2=CC=CC=C12)NC1=CC=C(C=C1)NC1=CC2=CC=CC=C2C=C1 di-2-naphthyl-p-phenylenediamine, sodium salt